[Zn].[Pb] Lead-zinc